NC=1C2=C(N=CN1)N(C(=C2C2=CC=C(C=C2)C(=O)N2CCC1=CC=CC=C21)C2=CC=C(C=C2)NC(C(=C)C)=O)C N-(4-(4-amino-5-(4-(indoline-1-carbonyl)phenyl)-7-methyl-7H-pyrrolo[2,3-d]pyrimidin-6-yl)phenyl)methacrylamide